N4-(6-aminopyridin-3-yl)-2-chloro-M-(4-chloro-3-(pyridin-2-yl)phenyl)-terephthalamide NC1=CC=C(C=N1)NC(C1=C(C(=C(C(=O)N)C=C1)Cl)C1=CC(=C(C=C1)Cl)C1=NC=CC=C1)=O